4-methyl-7-hydroxy-coumarin CC1=CC(OC2=CC(=CC=C12)O)=O